7-(3,5-Dimethylisoxazol-4-yl)-4-phenyl-2-pyrrolidin-1-yl-4,5-dihydroimidazo[1,5,4-de][1,4]benzoxazine CC1=NOC(=C1C1=CC=C2C=3N(C(COC31)C3=CC=CC=C3)C(=N2)N2CCCC2)C